S(N)(OC[C@@H]1OC2(O[C@H]1C1=CC=CC=C1)CCCCC2)(=O)=O ((2S,3S)-3-phenyl-1,4-dioxaspiro[4.5]decan-2-yl)methyl sulfamate